5a-androstan-3-one C[C@@]12CCC[C@H]1[C@@H]1CC[C@H]3CC(CC[C@]3(C)[C@H]1CC2)=O